[6-chloro-2-(4-cyclopropyl-6-methoxy-pyrimidin-5-yl)pteridin-4-yl] methanesulfonate CS(=O)(=O)OC1=NC(=NC2=NC=C(N=C12)Cl)C=1C(=NC=NC1OC)C1CC1